2-methyl-4H,5H,6H,7H-[1,3]oxazolo[4,5-c]pyridine hydrochloride Cl.CC=1OC2=C(CNCC2)N1